COC1=C(C=CC(=C1)OC)CNS(=O)(=O)C N-[(2,4-dimethoxyphenyl)methyl]methanesulfonamide